(S)-2-(1-(2-fluoroethyl)pyrrolidin-2-yl)-N-(2-methyl-1-((3-(trifluoromethyl)pyridin-2-yl)oxy)propan-2-yl)acetamide FCCN1[C@@H](CCC1)CC(=O)NC(COC1=NC=CC=C1C(F)(F)F)(C)C